(S)-(1-((3-(oxiran-2-ylmethoxy)phenyl)sulfonyl)cyclopropyl)ethanol O1C(C1)COC=1C=C(C=CC1)S(=O)(=O)C1(CC1)[C@H](C)O